(R)-4-((tetrahydro-2H-pyran-4-yl)amino)-2-(3-(trifluoromethyl)-8,9-dihydropyrido[3',2':4,5]pyrrolo[1,2-a]pyrazine-7(6H)-yl)-6,7-dihydrothieno[3,2-d]pyrimidine 5-oxide O1CCC(CC1)NC=1C2=C(N=C(N1)N1CC=3N(CC1)C1=C(C3)C=C(C=N1)C(F)(F)F)CC[S@]2=O